(S)-4-(6-aminopyridazin-3-yl)-6-methyl-3,6-dihydropyridine-1(2H)-carboxylic acid tert-butyl ester C(C)(C)(C)OC(=O)N1CCC(=C[C@@H]1C)C=1N=NC(=CC1)N